3-trifluoromethyl-4-fluoro-α-methylstyrene FC(C=1C=C(C(=C)C)C=CC1F)(F)F